2,4-dihydroxy-4'-tert-butylbenzophenone OC1=C(C(=O)C2=CC=C(C=C2)C(C)(C)C)C=CC(=C1)O